N1N=NC(=C1)C1=C(C=CC=C1)C1=CC=CC=C1 triazolyl-biphenyl